FC=1C(=NC=C(C#N)C1I)F 5,6-difluoro-4-iodonicotinonitrile